BrC1=CC=CC(=N1)C(CO)O 1-(6-bromopyridin-2-yl)ethane-1,2-diol